C(C1=CC=CC=C1)OC1=CC(=CC2=C(C=C(C(=C12)F)F)Br)C(=O)OC methyl 4-(benzyloxy)-8-bromo-5,6-difluoro-2-naphthoate